[Br-].C(CCC)N1CN(C2=C1C=CC=C2)CCCC 1,3-dibutyl-benzimidazole bromide salt